COC1=CC2=CC3=C(C(OC3)=O)C(=C2C=C1OC)C1=CC=C2C=CC=NC2=C1 6,7-dimethoxy-9-(quinolin-7-yl)naphtho[2,3-c]furan-1(3H)-one